2-tert-butoxy-6-[2-(trifluoromethyl)phenyl]pyridin-4-ol C(C)(C)(C)OC1=NC(=CC(=C1)O)C1=C(C=CC=C1)C(F)(F)F